Cl.C(#N)C1=C(C=C(C=C1)N1C(N(C(C1=O)(C)C)[C@@H]1CC[C@H](CC1)CCCN1C[C@H](N([C@H](C1)C)CC(=O)N)C)=S)C(F)(F)F 2-((2r,6s)-4-(3-((trans)-4-(3-(4-cyano-3-(trifluoromethyl)phenyl)-5,5-dimethyl-4-oxo-2-thioxoimidazolidin-1-yl)cyclohexyl)propyl)-2,6-dimethylpiperazin-1-yl)acetamide hydrochloride